N[C@H](C(=O)N1[C@@H](C[C@H](C1)O)C(=O)OC)C(C)(C)C Methyl (2S,4R)-1-((S)-2-amino-3,3-dimethylbutanoyl)-4-hydroxypyrrolidine-2-carboxylate